3,3-Diethyl-2,3,4,5-tetrahydro-7,8-dimethoxy-5-phenyl-1,4-benzothiazepine 1,1-dioxide C(C)C1(CS(C2=C(C(N1)C1=CC=CC=C1)C=C(C(=C2)OC)OC)(=O)=O)CC